3-cyclopropyl-N-(1,3-diazinan-2-ylidene)-4-({3-[(1,1,1-trifluoropropan-2-yl)carbamoyl]phenyl}amino)benzamide phenyl-diisodecyl-phosphite C1(=CC=CC=C1)C(CCCCCCC(C)C)P(O)(O)(O)CCCCCCCC(C)C.C1(CC1)C=1C=C(C(=O)N=C2NCCCN2)C=CC1NC1=CC(=CC=C1)C(NC(C(F)(F)F)C)=O